BrC=1C=NC(=NC1)N1CCC(CC1)F 5-bromo-2-(4-fluoropiperidin-1-yl)pyrimidine